(6-cyclopropyl-[1,2,4]triazolo[1,5-b]pyridazin-2-yl)methanol C1(CC1)C=1C=CC=2N(N1)N=C(N2)CO